tert-Butyl 10-((4-(4,4-dimethylcyclohexyl)-2-oxopiperazin-1-yl)methyl)-10-hydroxy-7-azaspiro[4.5]decane-7-carboxylate CC1(CCC(CC1)N1CC(N(CC1)CC1(CCN(CC12CCCC2)C(=O)OC(C)(C)C)O)=O)C